NC1=C2N=CN(C2=NC(=N1)F)[C@H]1C[C@@H]([C@@](O1)(C#C)CO[P@](=O)(OC1=CC=CC=C1)N[C@@H](C)C(=O)OC(C)C)OC(=O)OC(CCCC)CCCC isopropyl ((S)-(((2R,3S,5R)-5-(6-amino-2-fluoro-9H-purin-9-yl)-2-ethynyl-3-(((nonan-5-yloxy)carbonyl)oxy)tetrahydrofuran-2-yl)methoxy)(phenoxy)phosphoryl)-L-alaninate